2-[[5-(4-Methoxy-2-nitrophenyl)-2-furanyl]methylene]benzo[b]thiophen-3(2H)-one COC1=CC(=C(C=C1)C1=CC=C(O1)C=C1C(C2=C(S1)C=CC=C2)=O)[N+](=O)[O-]